BrC=1C=CC(=C(C1)C1=CC=CC=C1)NC(CCN1N=CN=C1)=O N-(5-bromobiphenyl-2-yl)-3-(1H-1,2,4-triazol-1-yl)propanamide